Cl.FC(CCNC)F 3,3-difluoro-N-methylpropan-1-amine hydrochloride